C(C=CC=CC=C)(=O)O (6z,9z,28z,31z)-heptatrienoic acid